BrC1=CC=C(C=C1)NC(CC(=O)O)=O 3-((4-bromophenyl)amino)-3-oxopropanoic acid